FC1=C(C=CC(=C1)F)[C@](COC1=CC=C(C=C1)C(C=CC1=CC=C(C=C1)OC)=O)(CN1N=CN=C1)O 1-[4-[(2R)-2-(2,4-Difluorophenyl)-2-hydroxy-3-(1,2,4-triazol-1-yl)propoxy]phenyl]-3-(4-methoxyphenyl)prop-2-en-1-one